acryloyloxy dodecyl phosphate P(=O)(OOC(C=C)=O)(OCCCCCCCCCCCC)[O-]